C(C1=CC=CC=C1)N1C(C=CC2=CC=CC=C12)P(OC)(OC)=O Dimethyl (1-benzyl-1,2-dihydroquinolin-2-yl)phosphonate